calcium-indium [In].[Ca]